C(#N)C=1C=NN2C1C(=CC(=C2)C=2C=NN(C2)[C@@H]2CN(CCC2)C(=O)OC(C)(C)C)SC2=NC(=CC=C2)F t-Butyl (3S)-3-[4-[3-cyano-4-[(6-fluoro-2-pyridyl)sulfanyl] pyrazolo[1,5-a]pyridin-6-yl]pyrazol-1-yl]piperidine-1-carboxylate